C(#N)C1=CC(=C(C=C1)B(O)O)O 4-CYANO-2-HYDROXYPHENYLBORONIC ACID